methyl 4-(pyridin-2-yl)thiophene-2-carboxylate N1=C(C=CC=C1)C=1C=C(SC1)C(=O)OC